1,2-bis(imidazol-1'-yl)ethane C1=CN(C=N1)CCN2C=CN=C2